ClC=1C(=C(CN2CCC(CC2)(C(=O)O)CC2=NC(=NC(=C2F)C)NC2=NNC(=C2)C)C=CC1)F 1-(3-chloro-2-fluorobenzyl)-4-((5-fluoro-6-methyl-2-((5-methyl-1H-pyrazol-3-yl)amino)pyrimidin-4-yl)methyl)piperidine-4-carboxylic acid